4-{6-chloro-7-cyclopropylpyrido[3,2-d]pyrimidin-4-yl}-3-(4-fluorophenyl)-1-methyl-1H-pyrazole ClC=1C(=CC=2N=CN=C(C2N1)C=1C(=NN(C1)C)C1=CC=C(C=C1)F)C1CC1